[N+]1(=CC=NC=2CCCCC12)[O-] 5,6,7,8-tetrahydro-quinoxalin-1-ium-1-olate